methyl 5-[4-[(2,5-dimethyl-3-oxo-4H-quinoxalin-6-yl)methyl]piperazin-1-yl]-6-methyl-pyridine-2-carboxylate CC1=NC2=CC=C(C(=C2NC1=O)C)CN1CCN(CC1)C=1C=CC(=NC1C)C(=O)OC